NC=1C=NC=C(C(=O)O)C1O 5-amino-4-hydroxy-nicotinic acid